N-(4-{1-[(furan-3-yl)carbonyl]piperidin-4-yl}butyl)thieno[2,3-c]pyridine-2-carboxamide O1C=C(C=C1)C(=O)N1CCC(CC1)CCCCNC(=O)C1=CC=2C(=CN=CC2)S1